S(=O)(=O)(O)SSS(=O)(=O)O Tetrathionic acid